6-(5-cyano-1H-pyrrolo[2,3-b]pyridin-1-yl)-N-(1-((2-(2,6-dioxopiperidin-3-yl)pyridin-3-yl)methyl)piperidin-4-yl)-4-(isopropylamino)nicotinamide C(#N)C=1C=C2C(=NC1)N(C=C2)C2=NC=C(C(=O)NC1CCN(CC1)CC=1C(=NC=CC1)C1C(NC(CC1)=O)=O)C(=C2)NC(C)C